C(C1=CC=CC=C1)N1CCN(C2=CC=CC=C12)C=1C=NC=CC1 1-benzyl-4-(pyridin-3-yl)-1,2,3,4-tetrahydroquinoxaline